1-methyl-(R)-3-hydroxypiperidine CN1C[C@@H](CCC1)O